N-benzyl-N-vinyl-(2,3,4-trimethylphenyl)formamide C(C1=CC=CC=C1)N(C(=O)C1=C(C(=C(C=C1)C)C)C)C=C